FC(C(=O)O)(F)F.FC1=C(C=CC(=C1F)OC)C1=CN=C2N1C=CN=C2NC2=CC(=C(C(=O)NCC1CCN(CC1)C(=O)C1CCNCC1)C=C2)CC 4-((3-(2,3-difluoro-4-methoxyphenyl)imidazo[1,2-a]pyrazin-8-yl)amino)-2-ethyl-N-((1-(piperidine-4-carbonyl)piperidin-4-yl)methyl)benzamide 2,2,2-trifluoroacetate